3-(2-methyl-2H-1,2,3-triazol-4-yl)-5-(methylsulfonyl)aniline CN1N=CC(=N1)C=1C=C(N)C=C(C1)S(=O)(=O)C